C1(CCCC1)NC(=O)C1=CC2=C(N=C(S2)C)C=C1NC(C1=C(C=CC(=C1)C1=NOC2C1COC2)OC)=O N-cyclopentyl-5-(2-methoxy-5-(3a,4,6,6a-tetrahydrofuro[3,4-d]isoxazol-3-yl)-benzamido)-2-methylbenzo[d]thiazole-6-carboxamide